COC1=CC=C(C=C1)SCC=1N=C2N(C=CC(=C2)C2=NOC(=N2)C(F)(F)F)C1 3-(2-(((4-methoxyphenyl)thio)methyl)imidazo[1,2-a]pyridin-7-yl)-5-(trifluoromethyl)-1,2,4-oxadiazole